BrC1=C(C=CC=C1)C1=NC(=NO1)C1=CC2=C(N(N=N2)C(C)C)C=C1 5-(2-bromophenyl)-3-(1-isopropyl-1H-benzo[d][1,2,3]triazol-5-yl)-1,2,4-oxadiazole